CC(CCC)N1C(C2C34C5CC(=CCC5C(C2C1=O)C4)C3)=O 4-(1-methylbutyl)-4-aza-pentacyclo[9.2.1.11,7.02,6.08,13]-10-pentadecene-3,5-dione